FC1=NC(=CC=C1C=1SC=2C(N(CCC2N1)C=1C=NC=CC1)=O)N1CCC(CC1)CO 2-(2-fluoro-6-(4-(hydroxymethyl)piperidin-1-yl)pyridin-3-yl)-5-(pyridin-3-yl)-6,7-dihydrothiazolo[5,4-c]pyridin-4(5H)-one